pentafluorophenyl-ammonium borate B([O-])([O-])[O-].FC1=C(C(=C(C(=C1[NH3+])F)F)F)F.FC1=C(C(=C(C(=C1[NH3+])F)F)F)F.FC1=C(C(=C(C(=C1[NH3+])F)F)F)F